NC1=NC=NN2C1=C(C(=C2CN2CCNCC2)COCC(=O)OC)C=2SC1=C(C2)C=C(C=C1OC)C Methyl {[4-amino-5-(7-methoxy-5-methyl-1-benzothiophen-2-yl)-7-(piperazin-1-ylmethyl)pyrrolo[2,1-f][1,2,4]triazin-6-yl]methoxy}acetate